ClC1=CC2=C(N=C(S2)NC(=O)C2CC(CCC2)OC)C=C1 N-(6-chloro-1,3-benzothiazol-2-yl)-3-methoxycyclohexane-1-carboxamide